FC(C(=O)O)(F)F.FC1=C(C=C(C=C1)C=1C=C2C(=NC1)C=NN2CCOC)C 6-(4-Fluoro-3-methyl-phenyl)-1-(2-methoxyethyl)pyrazolo[4,3-b]pyridine trifluoroacetate salt